[3-(4-fluoro-2-isopropoxy-phenyl)-6-(1-methylpyrazol-4-yl)-2-pyridyl] trifluoromethanesulfonate FC(S(=O)(=O)OC1=NC(=CC=C1C1=C(C=C(C=C1)F)OC(C)C)C=1C=NN(C1)C)(F)F